O=C(COCC(=O)O)NCCNCCCNCCNC(COCC=O)=O 5,17,21-trioxo-3,19-dioxa-6,9,13,16-tetraazahenicosan-1-oic acid